4-methyl-N-((4-(N-(4-(3-phenylureido)phenyl)sulfamoyl)phenyl)carbamoyl)benzenesulfonamide CC1=CC=C(C=C1)S(=O)(=O)NC(NC1=CC=C(C=C1)S(NC1=CC=C(C=C1)NC(=O)NC1=CC=CC=C1)(=O)=O)=O